N-(4-(phenylsulfonyl)benzyl)benzo[d]thiazole-5-carboxamide C1(=CC=CC=C1)S(=O)(=O)C1=CC=C(CNC(=O)C=2C=CC3=C(N=CS3)C2)C=C1